BrC=1C=2N(C=CC1)C(=C(N2)C#CCNC2=C(C=C(C(=O)NC)C=C2)OC)SC(F)(F)F 4-((3-(8-bromo-3-((trifluoromethyl)thio)imidazo[1,2-a]pyridin-2-yl)prop-2-yn-1-yl)amino)-3-methoxy-N-methylbenzamide